ClC=1C(=NC=2CN(CCC2C1)CC1=NC2=C(N1C[C@H]1OCC1)C=C(C=C2)C(=O)O)OCC=2SC(=CC2)C(F)(F)F 2-[(3-chloro-2-{[5-(trifluoromethyl)thiophen-2-yl]methoxy}-5,6,7,8-tetrahydro-1,7-naphthyridin-7-yl)methyl]-1-{[(2S)-oxetan-2-yl]methyl}-1H-1,3-benzodiazole-6-carboxylic acid